OC(C(=O)[O-])C(C(C(C(=O)[O-])O)O)O 2,3,4,5-Tetrahydroxyhexan-1,6-dioate